(4-((S)-2-aminopropyl)-2,5-dimethoxyphenyl)(imino)(methyl)-λ6-sulfanone N[C@H](CC1=CC(=C(C=C1OC)S(=O)(C)=N)OC)C